4,4'-azoxydianisole [N+]([O-])(=NC1=CC=C(C=C1)OC)C1=CC=C(C=C1)OC